CN1C(N=C(C=C1)C1=CC2=C(N(C=N2)COCC[Si](C)(C)C)C=C1)=O 1-methyl-4-[1-(2-trimethylsilylethoxymethyl)benzimidazol-5-yl]pyrimidin-2-one